7-(diethylamino)-3-(3-(p-tolyl)acryloyl)-2H-chromen-2-one C(C)N(C1=CC=C2C=C(C(OC2=C1)=O)C(C=CC1=CC=C(C=C1)C)=O)CC